(4-bromo-2-methanoyl-phenoxy)acetic acid BrC1=CC(=C(OCC(=O)O)C=C1)C=O